FN1C2(CN(CC1CC2)C2=CC=NC=C2)C 8-fluoro-4-(1-methyl-3,8-diazabicyclo[3.2.1]oct-3-yl)pyridin